C1(CC1)O[C@H](CN)C (S)-2-cyclopropoxypropan-1-amine